C(C)(C)(C)OC(=O)N1CC(/C(/CC1)=N/O)C=1C(=NC=CC1)C (E)-4-(hydroxyimino)-3-(2-methylpyridin-3-yl)piperidine-1-carboxylic acid tert-butyl ester